OC(C)(C)C=1C(C=C2N(C(CC=3C=C(C(=NC23)OC)OCCCOC)C(C)C)C1)=O 9-(2-hydroxy-propan-2-yl)-6-isopropyl-2-methoxy-3-(3-methoxypropoxy)-5,6-dihydro-10H-pyrido[1,2-H][1,7]Naphthyridin-10-one